C(#N)C1=NC=CC(=C1)C=1C(=C2CCCC2=C(C1)F)NC(=O)N=[S@@](=O)(N)C=1C=NN2C1OCCC2 (S)-N'-((5-(2-cyanopyridin-4-yl)-7-fluoro-2,3-dihydro-1H-inden-4-yl)carbamoyl)-6,7-dihydro-5H-pyrazolo[5,1-b][1,3]oxazine-3-sulfonimidamide